rac-N-[(2S,3R)-2-{[2-(3,5-difluorophenyl)-1,3-thiazol-4-yl]methyl}-4,4-difluoro-1-(1-hydroxycyclobutane-1-carbonyl)pyrrolidin-3-yl]methanesulfonamide FC=1C=C(C=C(C1)F)C=1SC=C(N1)C[C@@H]1N(CC([C@@H]1NS(=O)(=O)C)(F)F)C(=O)C1(CCC1)O |r|